2-Vinyl-4,6-diphenyl-1,3,5-triazine C(=C)C1=NC(=NC(=N1)C1=CC=CC=C1)C1=CC=CC=C1